BrC1=C(C=C(C(=O)N2CC=3N(CC2)C(N(C3C(=O)N[C@H](C)C3=CC=CC=C3)C)=O)C=C1)Cl |r| 7-(4-bromo-3-chloro-benzoyl)-2-methyl-3-oxo-N-[rac-(1R)-1-phenylethyl]-6,8-dihydro-5H-imidazo[1,5-a]pyrazine-1-carboxamide